(S)-N-(4-((6-(3-Methoxytetrahydrofuran-3-yl)-4-methylpyridin-2-yl)amino)-5-nitropyridin-2-yl)acetamide CO[C@]1(COCC1)C1=CC(=CC(=N1)NC1=CC(=NC=C1[N+](=O)[O-])NC(C)=O)C